ClC1=CC(=C(C(=O)O)C=C1)C=1N(C(=C(C1)C(=O)OCC)C)C 4-Chloro-2-[4-(ethoxycarbonyl)-1,5-dimethyl-1H-pyrrol-2-yl]benzoic acid